3-((2R,4S,5R)-5-((bis(4-methoxyphenyl)(phenyl)methoxy)methyl)-4-hydroxytetrahydrofuran-2-yl)-benzo[b]pyrimido[4,5-e][1,4]oxazin-2(10H)-one COC1=CC=C(C=C1)C(OC[C@@H]1[C@H](C[C@@H](O1)N1C(N=C2NC3=C(OC2=C1)C=CC=C3)=O)O)(C3=CC=CC=C3)C3=CC=C(C=C3)OC